C1(CC1)N1C(=NC2=C1C=CC(=C2)I)C(F)(F)F 1-cyclopropyl-5-iodo-2-(trifluoromethyl)-1,3-benzodiazole